FC1(CCC(CC1)N1C=C(C(C(=C1)O)=O)NC(C1=C(C=C(C=C1)NS(=O)(=O)CCO)N1CCC2(CC2)CC1)=O)F N-(1-(4,4-difluorocyclohexyl)-5-hydroxy-4-oxo-1,4-dihydropyridin-3-yl)-4-((2-hydroxyethyl)sulfonamido)-2-(6-azaspiro[2.5]octan-6-yl)benzamide